(2R)-2-(6-{5-chloro-2-[(oxacyclohex-4-yl)amino]Pyrimidin-4-yl}-1-oxo-2,3-dihydro-1H-isoindol-2-yl)propionic acid ClC=1C(=NC(=NC1)NC1CCOCC1)C1=CC=C2CN(C(C2=C1)=O)[C@@H](C(=O)O)C